CC=1N=C2N(N=C(C=C2C)C2=NC3=CC=C(C=C3C=N2)N2C[C@@H](N([C@H](C2)C)C(=O)OC(C)(C)C)C)C1 tert-butyl (2S,6S)-4-(2-{2,8-dimethylimidazo[1,2-b]pyridazin-6-yl}quinazolin-6-yl)-2,6-dimethylpiperazine-1-carboxylate